COC1=C(C=C2C(=NC=3N(C2=C1)CCN3)NC(C)C3=CC(=CC(=C3)C(F)(F)F)[N+](=O)[O-])OC3COCC3 [8-Methoxy-7-(tetrahydro-furan-3-yloxy)-1,2-dihydro-imidazo[1,2-a]quinazolin-5-yl]-[1-(3-nitro-5-trifluoromethyl-phenyl)-ethyl]-amine